4-(1,2,3,6-tetrahydro-pyridin-4-yl)-furan-2-carboxylic acid [3,5-difluoro-4-(1,2,3,6-tetrahydro-pyridin-4-yl)-phenyl]-amide trifluoroacetate FC(C(=O)O)(F)F.FC=1C=C(C=C(C1C=1CCNCC1)F)NC(=O)C=1OC=C(C1)C=1CCNCC1